ClC=1C=2C(N=C3N(C2C=CC1)C1=CC(=CC=C1C3(C)C)C3CCN(CC3)CCCC(=O)OC(C)(C)C)=O tert-butyl 4-(4-(4-chloro-7,7-dimethyl-5-oxo-5,7-dihydroindolo[1,2-a]quinazolin-10-yl)piperidin-1-yl)butanoate